4-(acetylamino)-3-[(hydroxyacetyl)amino]benzoic acid C(C)(=O)NC1=C(C=C(C(=O)O)C=C1)NC(CO)=O